CN(C1=C(C=NC=2NC3=C(C=C(C(=C3C21)F)F)NC)C=2C=C1C(C(=CN(C1=NC2)CCN2CC(NCC2)=O)C(=O)O)=O)C 6-(4-(dimethylamino)-5,6-difluoro-8-(methylamino)-9H-pyrido[2,3-b]indol-3-yl)-4-oxo-1-(2-(3-oxopiperazin-1-yl)ethyl)-1,4-dihydro-1,8-naphthyridine-3-carboxylic acid